C(C=C)(=O)O.C(C=C)(=O)O.C(C=C)(=O)O.C(=O)(O)C(C(=O)O)(C(=O)O)CCC tricarboxymethylpropane triacrylate